C(C)(C)(C)C1=CC=C(CN2C=CC3=C(C=CC(=C23)C(=O)NC2CC3(CC(C3)C(=O)O)C2)F)C=C1 6-(1-(4-(tert-butyl)benzyl)-4-fluoro-1H-indole-7-carboxamido)spiro[3.3]heptane-2-carboxylic acid